O1CCCC1 (3S)-tetrahydrofuran